5'h,7'h-spiro[piperidine-4,6'-pyrrolo[2,1-c][1,2,4]triazol]-7'-amine N=1N=CN2C1C(C1(C2)CCNCC1)N